BrC1=CC(=NC=C1)N1N=CC(=C1)C=1C=NN2C1NC(=C(C2=O)C(C)C)C 3-(1-(4-Bromopyridin-2-yl)-1H-pyrazol-4-yl)-6-isopropyl-5-methylpyrazolo[1,5-a]pyrimidin-7(4H)-one